(1R,3S)-3-(isoquinoline-1-carbonyloxy)-1-[(2-methylpropan-2-sulfinyl)amino]-8-azaspiro[4.5]decane-8-carboxylic acid tert-butyl ester C(C)(C)(C)OC(=O)N1CCC2(C[C@@H](C[C@H]2NS(=O)C(C)(C)C)OC(=O)C2=NC=CC3=CC=CC=C23)CC1